C1(=CC=C(C=C1)C(=O)CCC(=O)O)C1=CC=CC=C1 3-(4-biphenyl-carbonyl)propionic acid